1,1'-(4-methyl-m-phenylene)bis(3,3'-dimethylurea) CC1=C(C=C(C=C1)NC(=O)N(C)C)NC(=O)N(C)C